C(C1=CC=CC=C1)OC[C@@H](CO)O (R)-3-benzyloxy-1,2-propanediol